C1(CCCC1)CC(=O)NCC1=C(N=NN1C)C1=CC=C(C=N1)O[C@@H]1C[C@H](CCC1)C(=O)O (1S,3S)-3-((6-(5-((2-cyclopentyl-acetamido)methyl)-1-methyl-1H-1,2,3-triazol-4-yl)pyridin-3-yl)oxy)cyclohexanecarboxylic acid